diethyl-1-(4-chlorophenyl)-1,3-dihydro-2H-cyclopenta[b]benzofuran-2,2-dicarboxylate C(C)OC(=O)C1(C(C2=C(OC3=C2C=CC=C3)C1)C1=CC=C(C=C1)Cl)C(=O)OCC